2-Nonadecyl-5-octadecoxypyridinium tetrakis(pentafluorophenyl)borate FC1=C(C(=C(C(=C1[B-](C1=C(C(=C(C(=C1F)F)F)F)F)(C1=C(C(=C(C(=C1F)F)F)F)F)C1=C(C(=C(C(=C1F)F)F)F)F)F)F)F)F.C(CCCCCCCCCCCCCCCCCC)C1=[NH+]C=C(C=C1)OCCCCCCCCCCCCCCCCCC